7-Chloro-3,8,10,14,18,19,23,27,34-nonaazaheptacyclo[20.6.2.210,14.12,5.118,21.04,9.026,30]tetratriaconta-1(29),2,4,6,8,19,21(31),22(30),23,25-decaen-15,28-dione ClC1=CC2=C3N=C(C=4C(NC5=CC=NC(C=6C=NN(CCC(N7CCCN(C3=N1)CC7)=O)C6)=C5C4)=O)N2